9-(4-((3-fluoro-1-(3-fluoropropyl)azetidin-3-yl)methyl)phenyl)-8-(2-(trifluoromethyl)phenyl)-6,7-dihydro-5H-benzo[7]annulene-3-carboxylic acid FC1(CN(C1)CCCF)CC1=CC=C(C=C1)C1=C(CCCC2=C1C=CC(=C2)C(=O)O)C2=C(C=CC=C2)C(F)(F)F